FC1=C(C=CC=C1)NC1=NC=NC2=CC(=CC=C12)C=1C=NC(=CC1)N1CCCCC1 N-(2-fluorophenyl)-7-(6-(piperidin-1-yl)pyridin-3-yl)quinazolin-4-amine